5-benzyl-3-(((2-methylpyridin-4-yl)methoxy)methyl)-4,5-dihydroisoxazole-5-carboxylic acid C(C1=CC=CC=C1)C1(CC(=NO1)COCC1=CC(=NC=C1)C)C(=O)O